phenyl-2-morpholinylpropyl ketone C1(=CC=CC=C1)CC(CC(=O)CC(CC1=CC=CC=C1)N1CCOCC1)N1CCOCC1